5-ethylisoxazole-3-carboxamide C(C)C1=CC(=NO1)C(=O)N